C(C)(C)(C)OC(=O)N1CC2(CC2)C[C@H]1C(=O)O (6S)-5-tert-butoxycarbonyl-5-azaspiro[2.4]heptane-6-carboxylic acid